carboxyethoxyethyl-N'-carboxyethylethylenediamine C(=O)(O)CCOCCN(CCN)CCC(=O)O